C(C1=CC=CC=C1)NCCCCCCN N-benzyl-1,6-hexanediamine